N=1N(N=C2C1C=CC=C2)C2=C(C(=CC(=C2)C(C)(C2=CC=CC=C2)C)C(C)(C)C2=CC=CC=C2)O 2-(2H-benzotriazol-2-yl)-4,6-bis(1-methyl-1-phenylethyl)-phenol